CN(C)CC=1C=CC(=NC1)NC1=CC(=NC=2N1N=CC2C#N)NC2=CC(=C(C=C2)N2CCCC2)CS(=O)(=O)C 7-((5-((dimethylamino)methyl)pyridin-2-yl)amino)-5-((3-((methylsulfonyl)methyl)-4-(pyrrolidin-1-yl)phenyl)amino)pyrazolo[1,5-a]pyrimidine-3-carbonitrile